hydroxyethyl-ammonium iodide [I-].OCC[NH3+]